COC1=CC=C(C=CC2=C(C=CC=C2C)C(=O)C2=CC=CC=C2)C=C1 (2-(4-methoxystyryl)-3-methylphenyl)(phenyl)methanone